FC1=C(C=CC=C1[N+](=O)[O-])C=1C(CC=CC1)(C=1C(=CC=CC1)C1=CC(=CC=C1)C1=CC=CC=C1)N 2-fluoro-3-nitro-[1,1':2',1'':2'',1''':3''',1''''-quinquephenyl]-2'-amine